N1N=CC2=CC(=CC=C12)NC(CCC1=CC2=C(OC[C@@H](C(N2C)=O)NC(=O)C2=NNC(=N2)CC2=CC=CC=C2)C=C1)=O (S)-N-(7-(3-((1H-indazol-5-yl)amino)-3-oxopropyl)-5-methyl-4-oxo-2,3,4,5-tetrahydrobenzo[b][1,4]oxazepin-3-yl)-5-benzyl-1H-1,2,4-triazole-3-carboxamide